N[C@@H]1C=2C=NC=CC2CC12CCN(CC2)C=2N=CC(=NC2)SC=2C(=C(C=CC2)NC(=O)NS(=O)(=O)C2=CC=CC=C2)Cl (S)-N-((3-((5-(7-amino-5,7-dihydrospiro[cyclopenta[c]pyridin-6,4'-piperidin]-1'-yl)pyrazin-2-yl)thio)-2-chlorophenyl)carbamoyl)benzenesulfonamide